C(C1=CC=CC=C1)OC(C[C@H](NC(=O)OC(C)(C)C)C(=O)O)=O N-Boc-L-aspartic acid-4-benzyl ester